N[C@H](CC(=O)N(C)C)C (S)-3-amino-N,N-dimethylbutanamide